2-propylbenzo[d]oxazol-5-amine C(CC)C=1OC2=C(N1)C=C(C=C2)N